S1N=NC2=C1C=NO2 isoxazolo[5,4-d]-1,2,3-thiadiazole